FC(S(=O)(=O)OC1=CC2C(CN(C2)C(=O)OC(C)(C)C)C1)(F)F tert-butyl 5-(trifluoromethylsulfonyloxy)-3,3a,6,6a-tetrahydro-1H-cyclopenta[c]pyrrole-2-carboxylate